BrC=1C=C(C=CC1)N1C(NC(C1(C)C)=O)=O 1-(3-bromophenyl)-5,5-dimethylimidazolidine-2,4-dione